CC1(N(CC1OC1=NN(C=C1[N+](=O)[O-])C)C(C)=O)C 1-(2,2-dimethyl-3-((1-methyl-4-nitro-1H-pyrazol-3-yl)oxy)azetidin-1-yl)ethan-1-one